3-((1s,3s)-3-(2-fluoro-6-methylphenyl)cyclobutyl)-7-methyl-1-((3-(trifluoromethyl)pyridin-2-yl)methyl)-1,8-naphthyridin-2(1H)-one FC1=C(C(=CC=C1)C)C1CC(C1)C=1C(N(C2=NC(=CC=C2C1)C)CC1=NC=CC=C1C(F)(F)F)=O